bis-(2,6-dichlorobenzoyl)-2,5-dimethylphenylphosphin oxide ClC1=C(C(=O)P(C2=C(C=CC(=C2)C)C)(C(C2=C(C=CC=C2Cl)Cl)=O)=O)C(=CC=C1)Cl